N-(5-(3-(1-((2-ethoxy-4-methoxybenzyl)glycyl)piperidin-3-yl)benzamido)pentyl)-5-(4-((7-ethyl-6-oxo-5,6-dihydro-1,5-naphthyridin-3-yl)methyl)piperazin-1-yl)picolinamide C(C)OC1=C(CNCC(=O)N2CC(CCC2)C=2C=C(C(=O)NCCCCCNC(C3=NC=C(C=C3)N3CCN(CC3)CC=3C=NC=4C=C(C(NC4C3)=O)CC)=O)C=CC2)C=CC(=C1)OC